B(OC1(CC(=CC(=C1)C)C)C)([O-])[O-] (1,3,5-trimethylphenyl) borate